bis(2-hexyldecyl) 10-(N-decyl-4-(pyrrolidin-1-yl)butanamido)nonadecanedioate C(CCCCCCCCC)N(C(CCCN1CCCC1)=O)C(CCCCCCCCC(=O)OCC(CCCCCCCC)CCCCCC)CCCCCCCCC(=O)OCC(CCCCCCCC)CCCCCC